5-Amino-3-[2,3-difluoro-4-[[(5-fluoro-2-methoxy-benzoyl)amino]methyl]phenyl]-1-tetrahydropyran-3-yl-pyrazole-4-carboxamide NC1=C(C(=NN1C1COCCC1)C1=C(C(=C(C=C1)CNC(C1=C(C=CC(=C1)F)OC)=O)F)F)C(=O)N